benzyl {[6-(2-azidoethyl)-1-{[2-(trimethylsilyl)ethoxy]methyl}-1H-benzimidazol-2-yl]methyl}carbamate N(=[N+]=[N-])CCC=1C=CC2=C(N(C(=N2)CNC(OCC2=CC=CC=C2)=O)COCC[Si](C)(C)C)C1